3-(3-pyridyl)thiourea N1=CC(=CC=C1)NC(N)=S